5-amino-[1,1'-biphenyl]-3-carbonitrile NC=1C=C(C=C(C1)C1=CC=CC=C1)C#N